7-methoxy-4-(oxan-4-yl)-1H-1,3-benzodiazol COC1=CC=C(C2=C1NC=N2)C2CCOCC2